C(C)(=O)C1=NC(=CC2=C1N=C(N(C2=O)C)C2=CC=CC=C2)Cl 8-acetyl-6-chloro-3-methyl-2-phenylpyrido[3,4-d]pyrimidin-4(3H)-one